NCCS(=O)(=O)N=[N+]=[N-] Aminoethanesulphonylazide